N-[6-(5-chloro-1,3-benzothiazol-2-yl)spiro[3.3]heptan-2-yl]-2-(5-oxopyrrolidin-2-yl)acetamide ClC=1C=CC2=C(N=C(S2)C2CC3(CC(C3)NC(CC3NC(CC3)=O)=O)C2)C1